4-(4-((1R,5S)-3,8-diaza-bicyclo-[3.2.1]octan-8-yl)-8-fluoro-2-(((2R,7aS)-2-fluorotetrahydro-1H-pyrrolizin-7a(5H)-yl)methoxy)-quinazolin-7-yl)-5-ethynyl-naphthalen-2-ol [C@H]12CNC[C@H](CC1)N2C2=NC(=NC1=C(C(=CC=C21)C2=CC(=CC1=CC=CC(=C21)C#C)O)F)OC[C@]21CCCN1C[C@@H](C2)F